1-[6-(azetidin-1-yl)-4-methylpyridin-3-yl]-6,7-dichloro-4-oxo-1,4-dihydro-1,8-naphthyridine-3-carboxylic acid ethyl ester C(C)OC(=O)C1=CN(C2=NC(=C(C=C2C1=O)Cl)Cl)C=1C=NC(=CC1C)N1CCC1